2-(4-(t-butoxycarbonyl)piperazin-1-yl)acetic acid C(C)(C)(C)OC(=O)N1CCN(CC1)CC(=O)O